O[C@@H]1[C@H](O[C@H]([C@@H]1OCCOC)N1C(NC(C(=C1)C)=O)=O)C1C(C1)P(OC)(OC)=O dimethyl [2-[(2R,3R,4R,5R)-3-hydroxy-4-(2-methoxyethoxy)-5-(5-methyl-2,4-dioxo-1,2,3,4-tetrahydropyrimidin-1-yl)oxolan-2-yl]cyclopropyl]phosphonate